FC=1C=C(C=CC1N1C(=NC=C1)C(F)(F)F)[C@@H](C)NC=1C=CC=2N(N1)N=NN2 (R)-N-(1-(3-fluoro-4-(2-(trifluoromethyl)-1H-imidazol-1-yl)phenyl)ethyl)tetrazolo[1,5-b]pyridazin-6-amine